N-(1-cyclohexylethyl)benzenesulfonamide C1(CCCCC1)C(C)NS(=O)(=O)C1=CC=CC=C1